C(C)(=O)O.C(OC1=CC=C(C=C1)[N+](=O)[O-])(OC1=CC=C(C=C1)[N+](=O)[O-])=O di(p-nitrophenyl) carbonate acetate